6-(6'-fluoro-1'-(2-fluoroacryloyl)spiro[cyclopropane-1,3'-indolin]-5'-yl)-7-(3-fluoro-4-((4-methylpyrimidin-2-yl)oxy)phenyl)-3-methylpyrrolo[1,2-a]pyrazine-8-carboxamide FC1=C(C=C2C3(CN(C2=C1)C(C(=C)F)=O)CC3)C3=C(C(=C1N3C=C(N=C1)C)C(=O)N)C1=CC(=C(C=C1)OC1=NC=CC(=N1)C)F